(R)-2-(3,5-dichloro-4-((3'-chloro-4'-fluoro-6-hydroxy-[1,1'-biphenyl]-3-yl)methyl)phenoxy)propanamide ClC=1C=C(O[C@@H](C(=O)N)C)C=C(C1CC=1C=C(C(=CC1)O)C1=CC(=C(C=C1)F)Cl)Cl